2-amino-1-(3-((4-fluoro-3-(trifluoromethyl)phenyl)amino)-2-(3-fluorophenyl)-8,8-dimethyl-5,6-dihydroimidazo[1,2-a]pyrazin-7(8H)-yl)ethan-1-one NCC(=O)N1C(C=2N(CC1)C(=C(N2)C2=CC(=CC=C2)F)NC2=CC(=C(C=C2)F)C(F)(F)F)(C)C